COC1=C(C(=NC=C1)C1=NC=CC=C1)OC dimethoxy-2,2'-bipyridine